4-(3-(4-ethylphenyl)acryloyl)-N-hydroxybenzoamide C(C)C1=CC=C(C=C1)C=CC(=O)C1=CC=C(C(=O)NO)C=C1